{3-chloro-6-[6-(dimethylphosphoryl)pyridin-3-yl]-7-fluoro-2-methyl-1,5-naphthyridin-4-yl-(amino)propyl}benzonitrile ClC=1C(=NC2=CC(=C(N=C2C1C(CCC1=C(C#N)C=CC=C1)N)C=1C=NC(=CC1)P(=O)(C)C)F)C